C(C)(=O)OC1C=C(C(C(C1)(C)C)C(=O)OC)C methyl 4-acetoxy-2,6,6-trimethylcyclohex-2-ene-1-carboxylate